(5-Chloropyrimidin-4-yl)-2-(pyridin-2-ylmethoxy)-1H-indole ClC=1C(=NC=NC1)N1C(=CC2=CC=CC=C12)OCC1=NC=CC=C1